N-(2-aminoethyl)-2-aminoethanesulfonate NCCNCCS(=O)(=O)[O-]